1,4,5,6,7,11-hexahydro-3H-2,7-methanopyrido[1,2-a][1,4]diazonine-10-carboxamide C1C=2N(C3CCCCN1C3)C=C(CC2)C(=O)N